FC1=C(C=CC=C1)[C@]1([C@@H]2CCN(C[C@H]12)C1=CN=C2C(=N1)NN=C2C=2C(=NN(C2C)C)C)CN ((1S,6R,7R)-7-(2-fluorophenyl)-3-(3-(1,3,5-trimethyl-1H-pyrazol-4-yl)-1H-pyrazolo[3,4-b]pyrazin-6-yl)-3-azabicyclo[4.1.0]heptan-7-yl)methanamine